NC1=CC(=C(OC2=CC=C(C=C2)C(C(F)(F)F)(C(F)(F)F)C2=CC=C(C=C2)OC2=C(C=C(C=C2)N)C(F)(F)F)C=C1)C(F)(F)F 2,2-bis[4-(4-amino-2-(trifluoromethyl)phenoxy)phenyl]hexafluoropropane